(2R,4S,5R,6R)-6-((1R,2R)-3-(2-(4-chlorophenyl)acetamido)-1,2-dihydroxypropyl)-5-ethanethioamido-4-hydroxy-2-((6-(prop-2-yn-1-yloxy)hexyl)oxy)tetrahydro-2H-pyran-2-carboxylic acid ClC1=CC=C(C=C1)CC(=O)NC[C@H]([C@@H](O)[C@H]1[C@@H]([C@H](C[C@@](O1)(C(=O)O)OCCCCCCOCC#C)O)NC(C)=S)O